C(CCC)C=1C=C(C=CC1)C1=NOC(=N1)CC(C(=O)OC(C)(C)C)P(=O)(OCC)OCC tert-butyl 3-(3-(3-butylphenyl)-1,2,4-oxadiazol-5-yl)-2-(diethoxyphosphoryl)propanoate